FC(C(=O)OC1C=2N(N=C3C2CCC3)CC13CCN(CC3)C=3C=1N(C(=CN3)SC3=C(C(=NC=C3)N)Cl)C=NC1)(F)F 1'-(5-((2-amino-3-chloropyridin-4-yl)thio)imidazo[1,5-a]pyrazin-8-yl)-1,2,3,8-tetrahydro-6H-spiro[cyclopenta[d]pyrrolo[1,2-b]pyrazol-7,4'-piperidin]-8-ol (trifluoroacetate)